FC=1C=C(C=CC1OC=1C=C2C=NN(C2=CC1C=1C=NN(C1)C(=O)OC(C)(C)C)C)NC(=O)C=1C(N(C(=CC1)CC)C1=CC=C(C=C1)F)=O N-(3-fluoro-4-(1-methyl-6-(1-Boc-pyrazol-4-yl)-1H-indazol-5-yloxy)phenyl)-6-ethyl-2-oxo-1-(4-fluorophenyl)-1,2-dihydropyridine-3-carboxamide